C12CCC(SC1)CS2 5,7-dithiabicyclo[2.2.2]octane